BrC1=CC=C(C=C1)CCC(C(=O)OC(C1=CC=CC=C1)C1=CC=CC=C1)O Benzhydryl 4-(4-bromophenyl)-2-hydroxybutanoate